NC=1SC=2C(N1)=C(C=CC2N2C[C@@H](N[C@H](C2)C)C)C(=O)NC2=CC1=CN(N=C1C(=C2)F)C 2-amino-7-[(3S,5S)-3,5-dimethylpiperazin-1-yl]-N-(7-fluoro-2-methyl-indazol-5-yl)-1,3-benzothiazole-4-carboxamide